COC(C1=CC(=C(C=C1)Br)S(NCC=C)(=O)=O)=O 3-(allylsulfamoyl)-4-bromo-benzoic acid methyl ester